FC=1C=C(C=CC1)C1=NC(=CC=2N1N=C(N2)C)N 5-(3-fluorophenyl)-2-methyl-[1,2,4]triazolo[1,5-c]pyrimidin-7-amine